N1=NC(=CC2=C1C1=C(CCC2)C=CC=C1)N1N=C(N=C1N)NC=1C=CC(=NC1)N1C[C@@H](N(CC1)CC1CC1)C 1-(6,7-dihydro-5H-benzo[6,7]cyclohepta[1,2-c]pyridazin-3-yl)-N3-(2-(3-(S)-methyl-4-cyclopropylmethylpiperazin-1-yl)pyridine-5-yl)-1H-1,2,4-triazole-3,5-diamine